N-[2,5-difluoro-4-(trifluoromethyl)phenyl]-6-(hydroxymethyl)-4,5,6,7-tetrahydro-1H-indole-3-sulfonamide FC1=C(C=C(C(=C1)C(F)(F)F)F)NS(=O)(=O)C1=CNC=2CC(CCC12)CO